5-(4-((4-(cyclopropylmethyl)morpholin-2-yl)methoxy)phenyl)-2-oxo-6-(trifluoromethyl)-1,2-dihydropyridine-3-carboxamide C1(CC1)CN1CC(OCC1)COC1=CC=C(C=C1)C=1C=C(C(NC1C(F)(F)F)=O)C(=O)N